BrC1=CC=C(C=C1)SC(C)C 1-bromo-4-isopropylsulfanyl-benzene